4-fluoro-N-methanesulfonylbenzamide FC1=CC=C(C(=O)NS(=O)(=O)C)C=C1